3-aminophenylboronic acid 1,2-dihydroxycyclohexyl ester OC1(C(CCCC1)O)OB(O)C1=CC(=CC=C1)N